Cl.CC1=CC(OC2=CC(=CC=C12)NC([C@@H](N)CCCN\C(\N)=N/[H])=O)=O Z-L-arginine-4-methyl-7-coumarinylamide HCl